[4-(2-trifluoromethoxybenzenesulfonamido)-1-piperidinyl]benzothiazole-6-carboxylic acid FC(OC1=C(C=CC=C1)S(=O)(=O)NC1CCN(CC1)C=1SC2=C(N1)C=CC(=C2)C(=O)O)(F)F